CC=1C=C2C=CNC2=C2C1N=CC=1C=CC=CC12 5-(methyl)isoquinolinoindole